(2S,5S)-3-(4-amino-2-fluorophenethyl)-2-(1-(4-fluorophenyl)-3-(furan-3-yl)-1H-pyrazol-4-yl)-5-methyloxazolidin-4-one NC1=CC(=C(CCN2[C@@H](O[C@H](C2=O)C)C=2C(=NN(C2)C2=CC=C(C=C2)F)C2=COC=C2)C=C1)F